N-(2-chloro-4,5-difluoro-3-iodophenyl)-3-fluoro-N-((2-(trimethylsilyl)ethoxy)methyl)propane-1-sulfonamide ClC1=C(C=C(C(=C1I)F)F)N(S(=O)(=O)CCCF)COCC[Si](C)(C)C